CC1(OC2=CC=C(C=C2CC1)B(O)O)C 2,2-DIMETHYL-3,4-DIHYDRO-2H-CHROMEN-6-YLBORONIC ACID